C(CC)OC1=CC=CC(=N1)C=1C=C2CCC(OC2=CC1)CCC(=O)O 3-[6-(6-propoxy-pyridin-2-yl)-chroman-2-yl]-propionic acid